(R)-2-(4-cyanophenyl)-N-(2-fluoro-3-hydroxy-3-methylbutyl)-7-(isopropylamino)pyrazolo[1,5-a]pyrimidine-6-carboxamide C(#N)C1=CC=C(C=C1)C1=NN2C(N=CC(=C2NC(C)C)C(=O)NC[C@H](C(C)(C)O)F)=C1